2-(8-Bromo-4-chloro-5H-pyrido[4',3':4,5]pyrrolo[3,2-d]pyrimidin-5-yl)acetonitrile BrC1=CC2=C(N(C3=C2N=CN=C3Cl)CC#N)C=N1